7-amino-1-(4-(3,5-difluorophenoxy)phenyl)-1,5-dihydro-4H-pyrazolo[3,4-d]pyridazin-4-one NC1=NNC(C2=C1N(N=C2)C2=CC=C(C=C2)OC2=CC(=CC(=C2)F)F)=O